C(#N)C1=CC=C(C=C1)C1=CC=C(C=C1)S(=O)(=O)N1CCC(CC1)NC(OC(C)(C)C)=O tert-butyl N-[1-({4'-cyano-[1,1'-biphenyl]-4-yl}sulfonyl)piperidin-4-yl]carbamate